(2-(7-bromo-5-fluoro-2,3-dihydro-1H-inden-1-yl)ethoxy)(tert-butyl)dimethylsilane BrC=1C=C(C=C2CCC(C12)CCO[Si](C)(C)C(C)(C)C)F